6-((2-((3aR,4S,6aS)-4-aminocyclopent[c]pyrrol-2(1H)-yl)-1H-benzo[d]imidazol-1-yl)methyl)nicotinonitrile hydrochloride Cl.NC1=CC=C2CN(C=C21)C2=NC1=C(N2CC2=NC=C(C#N)C=C2)C=CC=C1